Tert-butyl (R)-3-((S)-1-(tert-butoxy)-3-(5-formylbenzofuran-3-yl)-1-oxopropan-2-yl)pyrrolidine-1-carboxylate C(C)(C)(C)OC([C@@H](CC1=COC2=C1C=C(C=C2)C=O)[C@@H]2CN(CC2)C(=O)OC(C)(C)C)=O